(S*)-1-(5,6-dihydrobenzo[6,7]oxepino[2,3-b]pyridin-5-yl)-N-methylmethanamine N1=C2C(=CC=C1)[C@H](CC1=C(O2)C=CC=C1)CNC |o1:6|